3-[[1-[(3R,4R)-1-[3-fluoro-5-(6-piperazin-1-yl-3-pyridinyl)thiophene-2-carbonyl]-3-phenyl-piperidine-4-carbonyl]-4-hydroxy-4-piperidinyl]methyl]thieno[2,3-d]pyrimidin-4-one FC1=C(SC(=C1)C=1C=NC(=CC1)N1CCNCC1)C(=O)N1C[C@H]([C@@H](CC1)C(=O)N1CCC(CC1)(O)CN1C=NC2=C(C1=O)C=CS2)C2=CC=CC=C2